C(CC)S(=S)(=S)OC=1SCCN1 thiazolinyl dithio-propanesulfonate